COC=1C2=C(N=C(N1)C(F)(F)F)CN(C2)C(CC2CN(C2)C=2C=NC=CC2)=O 1-(4-Methoxy-2-(trifluoromethyl)-5,7-dihydro-6H-pyrrolo[3,4-d]pyrimidin-6-yl)-2-(1-(pyridin-3-yl)azetidin-3-yl)ethan-1-one